C(\C=C\C1=CC(O)=C(O)C=C1)(=O)[C@]([C@](C(=O)O)(O)C(\C=C\C1=CC(O)=C(O)C=C1)=O)(O)[C@H](O)[C@H](O)C(=O)O Dicaffeoylglucaric acid